N-[(4-methoxyphenyl)methyl]Cyclopropanesulfonamide hydrochloride Cl.COC1=CC=C(C=C1)CNS(=O)(=O)C1CC1